COC1=CC(=C(C=C1)B1OC(C(O1)(C)C)(C)C)OCC(F)(F)F 2-(4-Methoxy-2-(2,2,2-trifluoroethoxy)phenyl)-4,4,5,5-tetramethyl-1,3,2-dioxaborolane